2-(2-bromo-5-nitrophenyl)acetonitrile BrC1=C(C=C(C=C1)[N+](=O)[O-])CC#N